O=C[C@H](O)[C@H](O)[C@@H](O)[C@@H](O)[C@H](O)CO aldehydo-D-glycero-L-manno-heptose